3,6-bis(4-aminobenzoyloxy)cholestan NC1=CC=C(C(=O)OC2CC3C(C[C@H]4[C@@H]5CC[C@H]([C@@H](CCCC(C)C)C)[C@]5(CC[C@@H]4[C@]3(CC2)C)C)OC(C2=CC=C(C=C2)N)=O)C=C1